C(C)(C)(C)OC(=O)N1[C@@H](C[C@H](C1)F)/C=C/C(=O)O (E)-3-((2S,4R)-1-(tert-butoxycarbonyl)-4-fluoropyrrolidin-2-yl)acrylic acid